C(C)(C)(C)C=1C=C(C=CC1)C1=NC2=C(N1)C=CC(=C2)C2C(C2)C(=O)O 2-(2-(3-(tert-Butyl)phenyl)-1H-benzo[d]imidazol-5-yl)cyclopropane-1-carboxylic acid